1-cyclopropylethyl 5-methylsulfonyl-4-oxo-1-[4-(trifluoromethoxy)phenyl]cinnoline-3-carboxylate CS(=O)(=O)C1=C2C(C(=NN(C2=CC=C1)C1=CC=C(C=C1)OC(F)(F)F)C(=O)OC(C)C1CC1)=O